tri(phenylmethoxy)phenol C1(=CC=CC=C1)COC1=C(C(=C(C=C1)O)OCC1=CC=CC=C1)OCC1=CC=CC=C1